sodium 5-(tert-butyl)-1,2,4-oxadiazole-3-carboxylate C(C)(C)(C)C1=NC(=NO1)C(=O)[O-].[Na+]